tris(2,2'-bipyridyl) ruthenium (II) bis(hexafluorophosphate) salt F[P-](F)(F)(F)(F)F.F[P-](F)(F)(F)(F)F.[Ru+2].N1=C(C=CC=C1)C1=NC=CC=C1.N1=C(C=CC=C1)C1=NC=CC=C1.N1=C(C=CC=C1)C1=NC=CC=C1